(S)-1-(3'-(5-(3-amino-3-methylpyrrolidin-1-yl)pyridin-3-yl)-3-chloro-5'-fluoro-2'-hydroxy-[1,1'-biphenyl]-4-yl)-3-methyl-1H-imidazol-2(3H)-one N[C@@]1(CN(CC1)C=1C=C(C=NC1)C=1C(=C(C=C(C1)F)C1=CC(=C(C=C1)N1C(N(C=C1)C)=O)Cl)O)C